C(C)(C)(C)C1=CC=2N(C3=CC(=CC=C3C2C=C1)C(C)(C)C)C1=C(C(=CC(=C1)C(CC(C)(C)C)(C)C)B1OC(C(O1)(C)C)(C)C)OC1OCCCC1 2,7-ditert-butyl-9-[2-tetrahydropyran-2-yloxy-5-(1,1,3,3-tetramethylbutyl)-3-(4,4,5,5-tetramethyl-1,3,2-dioxaborolan-2-yl)phenyl]carbazole